methyl (Z)-1-(4-amino-2-fluorobut-2-en-1-yl)-4-(2-methyl-5-((trifluoromethyl)sulfonyl)phenyl)-1H-benzo[d][1,2,3]triazol-6-carboxylate NC\C=C(\CN1N=NC2=C1C=C(C=C2C2=C(C=CC(=C2)S(=O)(=O)C(F)(F)F)C)C(=O)OC)/F